(R)-1-phenylethyl (4-(5-amino-6-methylpyridin-2-yl)-1-methyl-1H-pyrazol-5-yl)carbamate NC=1C=CC(=NC1C)C=1C=NN(C1NC(O[C@H](C)C1=CC=CC=C1)=O)C